C1(=CC=CC=C1)C=1C(N(C(=CC1C1=CC=CC=C1)C(F)(F)F)C=1C=C(C=CC1)C)=O 3,4-diphenyl-1-(m-tolyl)-6-(trifluoromethyl)pyridin-2(1H)-one